COCC1(CCN(CC1)CCC1=CC=CC=C1)N(C(CC)=O)C1=CC=CC=C1 N-[4-(methoxymethyl)-1-(β-phenylethyl)piperidin-4-yl]-N-phenylpropanamide